SCC(N)(CS)C(=O)O 2-(Mercaptomethyl)-Cysteine